(R)-N-(1-(6,7-difluoro-1-oxo-1,2-dihydroisoquinolin-4-yl)ethyl)-5,6-difluoro-N-methyl-1H-indole-2-carboxamide FC=1C=C2C(=CNC(C2=CC1F)=O)[C@@H](C)N(C(=O)C=1NC2=CC(=C(C=C2C1)F)F)C